CC1(O[C@@H]2[C@H](O1)CS[C@H]2C(CO)O)C 1-((3aR,4S,6aS)-2,2-dimethyltetrahydrothieno[3,4-d][1,3]dioxol-4-yl)ethane-1,2-diol